((4R,5R)-5-(2-chlorophenyl)-2-methyl-1,3-dioxolan-4-yl)methanol ClC1=C(C=CC=C1)[C@@H]1[C@H](OC(O1)C)CO